3-methyl-5-(N-(3-methoxyphenylethyl)sulfamoyl)benzofuran-2-carboxylic acid CC1=C(OC2=C1C=C(C=C2)S(NCCC2=CC(=CC=C2)OC)(=O)=O)C(=O)O